[Cl-].C(CCC)[P+](CC1=C(C=C(C=C1)Cl)Cl)(CCCC)CCCC Tributyl-(2,4-dichlorobenzyl)phosphonium chloride